[Ti].NC=1C(=CC2=CC3=C(OC(O3)(C)C3=CC=C(C=C3)OC)C=C2C1)C(C)(C)O 2-(7-amino-2-(4-methoxyphenyl)-2-methyl-naphtho[2,3-d][1,3]dioxolan-6-yl)propan-2-ol titanium